Cl.Cl.FC=1C=C(OC2CCN(CC2)C(=O)C=2C=C(C(=CC2)O[C@@H]2CNCC2)C2=CC=CC=C2)C=C(C1)N1CCNCC1 (S)-(4-(3-fluoro-5-(piperazin-1-yl)phenoxy)piperidin-1-yl)(6-(pyrrolidin-3-yloxy)-[1,1'-biphenyl]-3-yl)methanone dihydrochloride